S1(C=2C(OCCN1)=CNC2)(=O)=O 3,4-dihydro-2H,7H-pyrrolo[3,4-b][1,4,5]oxathiazepine 1,1-dioxide